BrC1=CC=C2C(=NC(=NC2=C1F)Cl)O[C@H]1[C@H](N(CC1)C(=O)OC(C)(C)C)C tert-butyl (2R,3R)-3-(7-bromo-2-chloro-8-fluoro-quinazolin-4-yl)oxy-2-methyl-pyrrolidine-1-carboxylate